FC(OC1=CC=C(C=C1)N1C(C(=CC2=CC=C(N=C12)OCC)C1=CC2=CN(N=C2C=C1)CCN1CCOCC1)=O)F 1-(4-(difluoromethoxy)phenyl)-7-ethoxy-3-(2-(2-morpholinoethyl)-2H-indazol-5-yl)-1,8-naphthyridin-2(1H)-one